FC=1C(=C2C(=NC1C1=CC=CC=C1)C1=C(O2)C=C(C=C1)F)C1=CC=CC=C1 3,7-difluoro-2,4-diphenylbenzofuro[3,2-b]pyridine